Methylene Ethylene Oxide C=C1CO1